ClC1=CC=C(C=N1)NC1C[C@@H]2[C@@H](CN(C2)C(=O)OC(C)(C)C)C1 tert-Butyl (3aR,5s,6aS)-5-((6-chloropyridin-3-yl)amino)hexahydrocyclopenta[c]pyrrole-2(1H)-carboxylate